racemic-methyl (4-methylpiperidin-3-yl)carbamate CC1C(CNCC1)NC(OC)=O